2-chloro-N-((1R,2R,4S)-7-cyano-7-azabicyclo[2.2.1]heptan-2-yl)-3-(2-methylpropoxy)-4-(1-methyl-1H-pyrazol-4-yl)benzamide ClC1=C(C(=O)N[C@H]2[C@H]3CC[C@@H](C2)N3C#N)C=CC(=C1OCC(C)C)C=1C=NN(C1)C